2-benzofuranylboronic acid mida ester B1(OC(=O)CN(CC(=O)O1)C)C2=CC3=CC=CC=C3O2